1,3-dioxoisoindolin-2-yl 4,4-difluoro-3,3-dimethylpentanoate FC(C(CC(=O)ON1C(C2=CC=CC=C2C1=O)=O)(C)C)(C)F